N-benzyl-2-nitro-3-(pyrrolidin-1-yl)aniline C(C1=CC=CC=C1)NC1=C(C(=CC=C1)N1CCCC1)[N+](=O)[O-]